ClC=1C(=C(C=CC1)NC1=C(NC2=C1C(NCC2)=O)C2=C(C=NC=C2)C#C[C@]2(N(CCC2)C(C=C)=O)C)OC 3-[(3-chloro-2-methoxyphenyl)amino]-2-(3-{2-[(2S)-2-methyl-1-(prop-2-enoyl)pyrrolidin-2-yl]ethynyl}pyridin-4-yl)-1H,5H,6H,7H-pyrrolo[3,2-c]pyridin-4-one